N1(CCCC1)C1=CC=C(C=C1)C#CC1=CC=C(C=C1)O 4-((4-(pyrrolidin-1-yl)phenyl)ethynyl)phenol